1-(2-bromo-4-pyridyl)-N-methyl-methanamine BrC1=NC=CC(=C1)CNC